[N+](=O)([O-])[N] N-nitronitrogen